ClC1=CC=C2CC[C@H](C2=C1)O (1R,2S)-6-chloro-1-hydroxy-2,3-dihydro-1H-inden